7-(1-(4-(((2-(2,6-dioxopiperidin-3-yl)-1,3-dioxoisoindolin-4-yl)thio)methyl)benzyl)piperidin-4-yl)-2-(4-phenoxyphenyl)-4,5,6,7-tetrahydropyrazolo[1,5-a]pyrimidine-3-carboxamide O=C1NC(CCC1N1C(C2=CC=CC(=C2C1=O)SCC1=CC=C(CN2CCC(CC2)C2CCNC=3N2N=C(C3C(=O)N)C3=CC=C(C=C3)OC3=CC=CC=C3)C=C1)=O)=O